N-(4-(4-amino-5-(3-fluoro-4-((1-oxotetrahydro-1λ6-thiophene-1-ylidene)amino)phenyl)-7-methyl-7H-pyrrolo[2,3-d]pyrimidin-6-yl)phenyl)-2-(methoxymethyl)acrylamide NC=1C2=C(N=CN1)N(C(=C2C2=CC(=C(C=C2)N=S2(CCCC2)=O)F)C2=CC=C(C=C2)NC(C(=C)COC)=O)C